6-amino-5-(5-hydroxy-2-methyl-phenyl)-3-[2-(3-pyridinyl)ethynyl]pyrrolo[2,3-b]pyrazine-7-carboxamide NC1=C(C=2C(=NC(=CN2)C#CC=2C=NC=CC2)N1C1=C(C=CC(=C1)O)C)C(=O)N